ClC=1C=C(C=C(C1)Cl)C1(CC(=NO1)N1CC=2C=NC(=CC2C1)C(=O)NCCF)C(F)(F)F 2-(5-(3,5-dichlorophenyl)-5-(trifluoromethyl)-4,5-dihydroisoxazol-3-yl)-N-(2-fluoroethyl)-2,3-dihydro-1H-pyrrolo[3,4-c]pyridine-6-carboxamide